NC/C(/CN1N=CN(C1=O)CC=1SC(=CC1)C=1C=NC(=C(C1)OC)OC)=C\F 2-[(2E)-2-(aminomethyl)-3-fluoroprop-2-en-1-yl]-4-{[5-(5,6-dimethoxypyridin-3-yl)thiophen-2-yl]methyl}-2,4-dihydro-3H-1,2,4-triazol-3-one